[(3-hydroxy-1,2,3,4-tetrahydronaphthalen-2-yl)sulfanyl](phenyl)methanone OC1C(CC2=CC=CC=C2C1)SC(=O)C1=CC=CC=C1